ClC1=CC=C(N=N1)N1N=CN=C1[C@H](C)NC(=O)C=1C=C(C=C2C(=NNC12)C1CC1)C(F)(F)F N-[(1S)-1-[2-(6-chloropyridazin-3-yl)-1,2,4-triazol-3-yl]ethyl]-3-cyclopropyl-5-(trifluoromethyl)-1H-indazole-7-carboxamide